1-(4-(benzyloxy)-2-nitrostyryl)pyrrolidine C(C1=CC=CC=C1)OC1=CC(=C(C=CN2CCCC2)C=C1)[N+](=O)[O-]